diethyl 4-chloro-1H-pyrazole-3,5-dicarboxylate ClC=1C(=NNC1C(=O)OCC)C(=O)OCC